FC1=C(C=CC(=C1)F)C1N(CCC2=CC=CC=C12)C(=O)O[C@H]1CNCC1 (R)-pyrrolidin-3-yl 1-(2,4-difluorophenyl)-3,4-dihydroisoquinoline-2(1H)-carboxylate